4-((2-bromophenyl)amino)-2-chloropyrimidine-5-carboxamide BrC1=C(C=CC=C1)NC1=NC(=NC=C1C(=O)N)Cl